((1R,2R,4S)-4-(3-(tert-butyl)phenyl)-2-(pyridin-2-yl)bicyclo[2.1.1]hexan-1-yl)(naphthalen-2-yl)methanone C(C)(C)(C)C=1C=C(C=CC1)C12C[C@H](C(C1)(C2)C(=O)C2=CC1=CC=CC=C1C=C2)C2=NC=CC=C2